C(C)C1=C(C(=O)Cl)C=CC(=C1)[N+](=O)[O-] 2-Ethyl-4-nitrobenzoyl chloride